2,6-dimethylbenzenethiol CC1=C(C(=CC=C1)C)S